3-chloro-N-[(2,4-dimethoxyphenyl)methyl]-2,6-difluoro-N-(6-fluoro-2-pyridyl)-4-[2-methyl-2,7-diazadispiro[3.0.45.24]undecan-7-yl]benzenesulfonamide ClC=1C(=C(C(=CC1N1CC2(C3(CN(C3)C)CC2)CC1)F)S(=O)(=O)N(C1=NC(=CC=C1)F)CC1=C(C=C(C=C1)OC)OC)F